(±)-2-methoxy-2-(4'-aminophenyl)acetic acid CO[C@@H](C(=O)O)C1=CC=C(C=C1)N |r|